O1C(C1)C(=O)[O-].[K+] potassium 2-oxiranecarboxylate